4-((4-(4-chloro-7,7-dimethyl-5-oxo-5,7-dihydroindolo[1,2-a]quinazolin-10-yl)piperidin-1-yl)methyl)bicyclo[2.2.1]heptane-1-carbaldehyde ClC=1C=2C(N=C3N(C2C=CC1)C1=CC(=CC=C1C3(C)C)C3CCN(CC3)CC31CCC(CC3)(C1)C=O)=O